C(C)C1(COC1)C(OC)C(CC)(C)OCC 3-Ethyl-3-[(3-Ethyloxybutan-3-yl)methoxymethyl]oxetan